BrC1=CC=C(C=C1)NC=1C(N=C(N1)C1=CC=CC=C1)(O)C1=CC=CC=C1 5-((4-bromophenyl)amino)-2,4-diphenyl-4H-imidazol-4-ol